Chloroethan ClCC